(1r,2r)-2-(3,4-difluorophenyl)cyclopropylcarboxylic acid FC=1C=C(C=CC1F)[C@H]1[C@@H](C1)C(=O)O